4-(4-bromophenoxy)-3-chlorophenol BrC1=CC=C(OC2=C(C=C(C=C2)O)Cl)C=C1